C(C)(C)(C)OC(=O)N1CC2(C1)CC(CC2)=O 6-Oxo-2-azaspiro[3.4]octane-2-carboxylic acid tert-butyl ester